benzyl 6-[tert-butoxy-[(E)-3-(4,4,5,5-tetramethyl-1,3,2-dioxaborolan-2-yl)allyl]phosphoryl]hexanoate C(C)(C)(C)OP(=O)(C\C=C\B1OC(C(O1)(C)C)(C)C)CCCCCC(=O)OCC1=CC=CC=C1